CN1C(OC(C2=C1C=C(C=C2)C)=O)=O 1,7-Dimethyl-2H-3,1-benzoxazine-2,4(1H)-dione